C(C1=CC=CC=C1)N1C(=CC(=C1)C1=C(C=CC(=C1)F)F)[C@@H](C(C)(C)C)N(CC[C@@H](C(=O)NCCC(=O)O)NC(=O)OCC1C2=CC=CC=C2C=2C=CC=CC12)C(CO)=O N-[(2S)-4-[{(1R)-1-[1-Benzyl-4-(2,5-difluorophenyl)-1H-pyrrol-2-yl]-2,2-dimethylpropyl}(glycoloyl)amino]-2-{[(9H-fluoren-9-ylmethoxy)carbonyl]amino}butanoyl]-beta-alanin